O1N=CC(=C1)C1=CC2=C(C(=N1)NCCOCCCCNCC=1C=C(C(=O)N)C=C(C1)OC(F)(F)F)C=NN2 3-(((4-(2-((6-(isoxazol-4-yl)-1H-pyrazolo[4,3-c]pyridin-4-yl)amino)ethoxy)butyl)amino)methyl)-5-(trifluoromethoxy)benzamide